OCC1(NC(=NC(=N1)N)N)N hydroxymethyl-1,3,5-triamino-2,4,6-triazine